N-((S)-(4,4-difluorocyclohexyl)(6-(((R)-2-oxopiperidin-3-yl)methyl)imidazo[1,2-b]pyridazin-2-yl)methyl)-4-methyl-1,2,5-oxadiazole-3-carboxamide FC1(CCC(CC1)[C@H](NC(=O)C1=NON=C1C)C=1N=C2N(N=C(C=C2)C[C@@H]2C(NCCC2)=O)C1)F